methyl (1S,3S)-3-[[6-oxo-5-(trifluoromethyl)-1-(2-trimethylsilylethoxymethyl)pyridazin-3-yl]amino]cyclopentanecarboxylate O=C1C(=CC(=NN1COCC[Si](C)(C)C)N[C@@H]1C[C@H](CC1)C(=O)OC)C(F)(F)F